18-chloro-24,26-difluoro-19-hydroxy-21,21-dioxo-11,14-dioxa-21λ6-thia-5,6,22-triazapentacyclo[21.3.1.116,20.02,10.04,8]octacosa-1(27),2(10),3,6,8,16(28),17,19,23,25-decaen-15-one ClC1=CC=2C(OCCOC=3C=C4C=NNC4=CC3C=3C(=CC(=C(NS(C(=C1O)C2)(=O)=O)C3)F)F)=O